5-trifluoromethylphenyl-acetonitrile FC(C=1C=CC=C(C1)CC#N)(F)F